ClCC1=CC=C(C=C1)C1=NC(=CC=C1)C(F)(F)F [4-(chloromethyl)phenyl]-6-(trifluoromethyl)pyridine